norbornane-2,5-dicarboxylic acid C12C(CC(C(C1)C(=O)O)C2)C(=O)O